C1(CC1)C(CN1[C@@H](CCN2C1=NC(=C(C2=O)F)N2CC(OCC2)C)C(F)(F)F)=O (S)-9-(2-Cyclopropyl-2-oxoethyl)-3-fluoro-2-(2-methylmorpholin-4-yl)-8-trifluoromethyl-6,7,8,9-tetrahydro-pyrimido[1,2-a]-pyrimidin-4-one